5-(3-(1-(1-cyclohexylethyl)-1H-imidazol-4-yl)-2-fluoro-6-hydroxyphenyl)-1,2,5-thiadiazolidin-3-one 1,1-dioxide C1(CCCCC1)C(C)N1C=NC(=C1)C=1C(=C(C(=CC1)O)N1CC(NS1(=O)=O)=O)F